O1CCC(CC1)C1=CC=C2C(=N1)SC(=N2)N 5-(tetrahydro-2H-pyran-4-yl)thiazolo[5,4-b]pyridin-2-amine